CC1=CC(=NC(=N1)C1=NC=CC=C1)N1CC2(C=3C=NC(=CC31)NC(C)=O)CC2 N-(1'-(6-methyl-2-(pyridin-2-yl)pyrimidin-4-yl)-1',2'-dihydrospiro[cyclopropane-1,3'-pyrrolo[3,2-c]pyridin]-6'-yl)acetamide